(3-(2-(1,3-dioxan-2-yl)-4-(hydroxymethyl)phenyl)pyrrolidin-1-yl)(3-chloropyridin-2-yl)methanone O1C(OCCC1)C1=C(C=CC(=C1)CO)C1CN(CC1)C(=O)C1=NC=CC=C1Cl